C=C1C(N(CC1)C1=CC(=CC=C1)B1OC(C(O1)(C)C)(C)C)=O 3-methylene-1-(3-(4,4,5,5-tetramethyl-1,3,2-dioxaborolan-2-yl)phenyl)pyrrolidin-2-one